[OH-].CC1C[NH2+]CC(C1)C 3,5-dimethylpiperidinium hydroxide